NC1=C2C(=NC=N1)N(N=C2C2=NOC(=C2C2=NC=C(C=N2)C2CCN(CC2)C(=O)OCCC)C2CCCC2)C(C)(C)C propyl 4-[2-[3-(4-amino-1-tert-butyl-pyrazolo[3,4-d]pyrimidin-3-yl)-5-cyclopentyl-isoxazol-4-yl]pyrimidin-5-yl]piperidine-1-carboxylate